(5-(5-(3,3-difluorocyclobutyl)-1,2,4-oxadiazol-3-yl)-3-fluoro-2-methylphenyl)-7-(piperazin-1-yl)imidazo[1,2-a]pyridine-3-carboxamide FC1(CC(C1)C1=NC(=NO1)C=1C=C(C(=C(C1)C=1N=C2N(C=CC(=C2)N2CCNCC2)C1C(=O)N)C)F)F